COC=1C=C(C=CC1OC)C1=CC(=CC(=N1)N1N=CC=2C(=NC(=CC21)C=2C=NC=CC2OC)C)N2[C@@H]([C@H](C2)CS(=O)(=O)C)C 1-(6-(3,4-dimethoxyphenyl)-4-((2R,3S)-2-methyl-3-((methylsulfonyl)methyl)azetidin-1-yl)pyridin-2-yl)-6-(4-methoxypyridin-3-yl)-4-methyl-1H-pyrazolo[4,3-c]pyridine